C(CCC)C=1OC2=C(N1)C1=C3C(=C4C=C(C(=C5C6=C(C(=C2OCCCCC)C1=C54)C=C(C(=C6)OC)OC)OCCCCC)OCCCCC)C=C(C(=C3)OCCCCC)OCCCCC 2-butyl-12,13-dimethoxy-5,6,9,10,15-penta(pentyloxy)dibenzo[4,5:9,10]pyreno[1,2-d]oxazole